(E)-1,3,4-oxadiazole-2-carboxylate O1C(=NN=C1)C(=O)[O-]